2-(4-cyclopropyl-6-methoxy-pyrimidin-5-yl)-7-[rel-(1R)-1-[4-[1-methyl-4-(trifluoromethyl)imidazol-2-yl]phenyl]ethyl]-5H-pyrrolo[3,2-d]pyrimidine C1(CC1)C1=NC=NC(=C1C=1N=CC2=C(N1)C(=CN2)[C@H](C)C2=CC=C(C=C2)C=2N(C=C(N2)C(F)(F)F)C)OC |o1:18|